1,4-cyclohexanedimethanol diacrylate C(C=C)(=O)OCC1CCC(CC1)COC(C=C)=O